1-(((3S)-1-((3-cyano-3-fluoro-1-azetidinyl)sulfonyl)-3-piperidinyl)carbonyl)-N-(2-fluoro-4-(trifluoromethyl)benzyl)-D-prolinamide C(#N)C1(CN(C1)S(=O)(=O)N1C[C@H](CCC1)C(=O)N1[C@H](CCC1)C(=O)NCC1=C(C=C(C=C1)C(F)(F)F)F)F